Ethyl 2-(6-ethyl-2-methylpyridin-3-yl)pyrazolo[1,5-a]pyrimidine-3-carboxylate C(C)C1=CC=C(C(=N1)C)C1=NN2C(N=CC=C2)=C1C(=O)OCC